6-cyclopropyl-N-((1r,4r)-4-((2,2-difluoroethyl)amino)cyclohexyl)-2-(1H-imidazol-1-yl)pyrimidine-4-carboxamide C1(CC1)C1=CC(=NC(=N1)N1C=NC=C1)C(=O)NC1CCC(CC1)NCC(F)F